2,4-dimethyl-fluorobenzene CC1=C(C=CC(=C1)C)F